COC1=CC=2C3=C(NC2C=C1)CN(C3)C(=O)OC(C)(C)C Tert-butyl 7-methoxy-3,4-dihydro-1H-pyrrolo[3,4-b]indole-2-carboxylate